FC(F)(F)C1=CC2=C(CNC=C2)N1COCC[Si](C)(C)C (trifluoromethyl)-1-{[2-(trimethylsilyl)ethoxy]methyl}-1,6-dihydro-7H-pyrrolo[2,3-c]pyridin